[N-[4-amino-5-[4-(difluoromethoxy)benzoyl]thiazol-2-yl]-3-chloro-4-(difluoromethoxy)anilino]propanamide NC=1N=C(SC1C(C1=CC=C(C=C1)OC(F)F)=O)N(C1=CC(=C(C=C1)OC(F)F)Cl)C(C(=O)N)C